methyl-but-2-ynamide CCC#CC(=O)N